3-tert-Butyl-[1,2,4]oxadiazole-5-carboxylic acid {(R)-6-[2-(1-methyl-1H-pyrazol-4-yl)-3H-imidazo[4,5-b]pyridin-7-yl]-1,2,3,4-tetrahydro-naphthalen-1-yl}-amide CN1N=CC(=C1)C1=NC=2C(=NC=CC2C=2C=C3CCC[C@H](C3=CC2)NC(=O)C2=NC(=NO2)C(C)(C)C)N1